2-[2-(1,1-Dioxidotetrahydro-2H-thiopyran-4-yl)-5,8-dioxo-6-(propan-2-yl)-5,6,7,8-tetrahydro-4H-pyrazolo[1,5-a]pyrrolo[3,4-d]pyrimidin-4-yl]-N-(5-fluoropyridin-2-yl)acetamid O=S1(CCC(CC1)C1=NN2C(N(C3=C(C2=O)CN(C3=O)C(C)C)CC(=O)NC3=NC=C(C=C3)F)=C1)=O